(S)-2-(3-(3-chloro-4-fluorophenyl)-1-(8,9-difluoro-6-oxo-1,4,5,6-tetrahydro-2H-pyrano[3,4-c]isoquinolin-1-yl)ureido)ethane-1-sulfonamide ClC=1C=C(C=CC1F)NC(N([C@@H]1COCC=2NC(C=3C=C(C(=CC3C21)F)F)=O)CCS(=O)(=O)N)=O